ClC1=C(C=CC=C1Cl)C=1N=CC(=NC1C)N1CC(C1)(N)C 1-(5-(2,3-dichlorophenyl)-6-methylpyrazin-2-yl)-3-methylazetidin-3-amine